1-benzyl-4-(5-(pyridin-4-yl)thiophen-2-yl)pyridine C(C1=CC=CC=C1)N1CC=C(C=C1)C=1SC(=CC1)C1=CC=NC=C1